tert-butyl 4-[(4S)-4-(4-nitrophenoxy)carbonyloxy-2-oxo-pyrrolidin-1-yl]piperidine-1-carboxylate [N+](=O)([O-])C1=CC=C(OC(=O)O[C@H]2CC(N(C2)C2CCN(CC2)C(=O)OC(C)(C)C)=O)C=C1